[Si](OF)([O-])([O-])[O-] Fluoro SILICATE